2-Ethylheptanoic acid C(C)C(C(=O)O)CCCCC